O1CCN(CC1)C1=CC=C(C=C1)NC=1N=CC2=C(N1)C(=CS2)C(=O)OC methyl 2-(4-morpholinophenylamino)thieno[3,2-d]pyrimidine-7-carboxylate